((2-(1,1-difluoroethyl)-4-methylpyrimidin-5-yl)sulfonyl)-6-(1-(tetrahydrofuran-3-yl)ethyl)-2,6-diazaspiro[3.3]heptane FC(C)(F)C1=NC=C(C(=N1)C)S(=O)(=O)C1NCC12CN(C2)C(C)C2COCC2